NC1=NC(=CC(=N1)CC#N)OC 2-(2-amino-6-methoxy-pyrimidin-4-yl)acetonitrile